1-(4-(2-(4-(4-(4-((5-hydroxy-2-(4-hydroxyphenyl)-3-methyl-1H-indol-1-yl)-methyl)phenoxy)butyl)piperazin-1-yl)-2-oxoethoxy)phenyl)dihydropyrimidine-2,4(1H,3H)-dione OC=1C=C2C(=C(N(C2=CC1)CC1=CC=C(OCCCCN2CCN(CC2)C(COC2=CC=C(C=C2)N2C(NC(CC2)=O)=O)=O)C=C1)C1=CC=C(C=C1)O)C